N4,N4'-diphenyl-biphenyl-4,4'-diamine C1(=CC=CC=C1)NC1=CC=C(C=C1)C1=CC=C(C=C1)NC1=CC=CC=C1